NC(C(O)(C)C)(C)N diaminodimethyl-propanol